C(C)OC(=C)C=1C=2N(C=CC1)N=CN2 8-(1-ethoxyvinyl)-[1,2,4]triazolo[1,5-a]pyridine